3-methacrylamido-2-hydroxypropanesulfonic acid C(C(=C)C)(=O)NCC(CS(=O)(=O)O)O